iso-butyl isobutyrate (isobutyl propionate) C(C(C)C)C(C(=O)O)C.C(C(C)C)(=O)OCC(C)C